N-(3-(azetidin-3-yl)-1-(4-(trifluoromethoxy)phenyl)-1H-pyrazolo[3,4-b]pyridin-4-yl)-2-hydroxyacetamide N1CC(C1)C1=NN(C2=NC=CC(=C21)NC(CO)=O)C2=CC=C(C=C2)OC(F)(F)F